2-Hydroxyethane-1-sulfonamide OCCS(=O)(=O)N